di-decyl-tetradecanol C(CCCCCCCCC)C(CCCCCCCCCCCCC)(O)CCCCCCCCCC